FC(F)(F)C#CC1=CC=C(C=C1)I trifluoromethyl-(4-iodo)phenylacetylene